piperidin-4-yl (S)-1-(2-((6-(5-(6-methylpyridin-2-yl)-1H-imidazol-4-yl)quinolin-3-yl)amino)ethyl)pyrrolidine-3-carboxylate CC1=CC=CC(=N1)C1=C(N=CN1)C=1C=C2C=C(C=NC2=CC1)NCCN1C[C@H](CC1)C(=O)OC1CCNCC1